C(=O)(OC(C)(C)C)N[C@@H](CCCCNC(=O)OCC1=CC=CC=C1)C(=O)O Nα-Boc-(Nε-Cbz)-Lysine